COC(=O)C1(C(C(=NN1C1=C(C=C(C=C1)F)F)C1=C(C=C(C=C1)F)F)C=1OC(=CC1)C)C 1,3-bis(2,4-difluorophenyl)-5-methyl-4-(5-methylfuran-2-yl)-4,5-dihydro-1H-pyrazole-5-carboxylic acid methyl ester